NC1=NC=2C=C(C(=CC2C2=C1C=NN2C)C(=O)N2[C@@H]1[C@H](O[C@H](C2)C)CC=2C=C(C=CC21)C(F)(F)F)F (4-amino-7-fluoro-1-methyl-1H-pyrazolo[4,3-c]quinolin-8-yl)((2S,4aS,9aR)-2-methyl-7-(trifluoromethyl)-2,3,9,9a-tetrahydroindeno[2,1-b][1,4]oxazin-4(4aH)-yl)methanone